5,6-difluoro-2-(2-naphthylethyl)-1H-benzimidazole FC1=CC2=C(NC(=N2)CCC2=CC3=CC=CC=C3C=C2)C=C1F